CC(CC)(C)C=1C=C(C2=C(N=C(O2)C2=CC=C(C=C2)C=CC2=CC=C(C=C2)C=2OC3=C(N2)C=C(C=C3)NC(C=C)=O)C1)C(CC)(C)C N-[2-[4-[2-[4-[5,7-bis(1,1-dimethylpropyl)-2-benzoxazolyl]phenyl]ethenyl]phenyl]-5-benzoxazolyl]-2-propenamide